NC1(C(C#N)C=CC=C1)C#N 2-aminophthalonitrile